BrC1=CC(=C(C=O)C=C1OC)OCC 4-bromo-2-ethoxy-5-methoxybenzaldehyde